BrC1=CC=C2\C(\CC3(C2=C1)CC3)=N\S(=O)C(C)(C)C (E)-N-(6'-bromospiro[cyclopropane-1,1'-indene]-3'(2'H)-ylidene)-2-methylpropane-2-sulfinamide